sodium benzotriazolylbutylphenol N1N=NC2=C1C=CC=C2CCCCC2=C(C=CC=C2)O.[Na]